(2S,5S)-7-fluoro-2,3,4,5-tetrahydro-2,5-methanobenzo[f][1,4]oxazepine FC=1C=CC2=C([C@H]3NC[C@@H](O2)C3)C1